1-[(2-chloro-4-fluorophenyl)methyl]-3-{[4-(2-methylpropyloxy)phenyl]methyl}-1-(piperidin-4-yl)urea ClC1=C(C=CC(=C1)F)CN(C(=O)NCC1=CC=C(C=C1)OCC(C)C)C1CCNCC1